tert-butyl (2R,5S)-4-(5-cyclopropyl-7-(4-vinylpyridin-2-yl)-7H-pyrrolo[2,3-d]pyrimidin-4-yl)-2,5-dimethylpiperazine-1-carboxylate C1(CC1)C1=CN(C=2N=CN=C(C21)N2C[C@H](N(C[C@@H]2C)C(=O)OC(C)(C)C)C)C2=NC=CC(=C2)C=C